3-((4-((7-((adamantan-1-yl)amino)heptyl)amino)phenyl)amino)piperidine-2,6-dione C12(CC3CC(CC(C1)C3)C2)NCCCCCCCNC2=CC=C(C=C2)NC2C(NC(CC2)=O)=O